CC1=CN=C(S1)C1=C2C=NN(C2=CC(=C1)C(=O)OC)C1COC1 methyl 4-(5-methylthiazol-2-yl)-1-(oxetan-3-yl)-1H-indazole-6-carboxylate